methyl 3-methoxy-1-(4-(trifluoromethyl)phenyl)isoquinoline-6-carboxylate COC=1N=C(C2=CC=C(C=C2C1)C(=O)OC)C1=CC=C(C=C1)C(F)(F)F